CC=1N(C(=CC1)C)C1=CC(=CC(=N1)CCC=1C=C(C=C(C1F)F)C#C[C@@H]1N(CCC1)C(=O)OC(C)(C)C)C tert-butyl (R)-2-((3-(2-(6-(2,5-dimethyl-1H-pyrrol-1-yl)-4-methylpyridin-2-yl)ethyl)-4,5-difluorophenyl)ethynyl)pyrrolidine-1-carboxylate